C12CCCCCCCCCC2C(CCC1)=O bicyclo[9.4.0]pentadecan-12-one